2-(6-bromo-2-oxo-1H-imidazo[4,5-b]pyridin-3(2H)-yl)-N-cyclopropyl-N-methylacetamide BrC=1C=C2C(=NC1)N(C(N2)=O)CC(=O)N(C)C2CC2